N[C@H](COC1=C(C#N)C=C(C=C1)C1=CC(=NC=C1)C)CC(C)C (S)-2-((2-amino-4-methylpentyl)oxy)-5-(2-methylpyridin-4-yl)benzonitrile